Dysprosium-lanthanum [La].[Dy]